rel-(1S,2S)-2-ethynyl-N-methyl-cyclopropanecarboxamide C(#C)[C@@H]1[C@H](C1)C(=O)NC |o1:2,3|